BrC1=CC(=C(C(=C1)F)C(CC=O)(C)C)F 3-(4-bromo-2,6-difluoro-phenyl)-3-methyl-butyraldehyde